nickel phenyl phosphate P(=O)(OC1=CC=CC=C1)([O-])[O-].[Ni+2]